3-((1S,3S)-1-(3-bromo-5-(trifluoromethoxy)phenyl)-3-methylcyclobutyl)-4-methyl-4H-1,2,4-triazole BrC=1C=C(C=C(C1)OC(F)(F)F)C1(CC(C1)C)C1=NN=CN1C